(phenylnaphthyl)[(naphthobenzothiophenyl)phenyl]anthracene C1(=CC=CC=C1)C1=C(C2=CC=CC=C2C=C1)C1=C(C2=CC3=CC=CC=C3C=C2C=C1)C1=C(C=CC=C1)C1=CSC=2C1=CC=C1C2C=CC2=CC=CC=C21